C1=CC=CC=2C3=CC=CC=C3N(C12)C1=C(C#N)C(=C(C(=C1N1C2=CC=CC=C2C=2C=CC=CC12)N1C2=CC=CC=C2C=2C=CC=CC12)C1=NC(=CC=C1)C1=CC=CC=C1)N1C2=CC=CC=C2C=2C=CC=CC12 2,3,4,6-tetra(9H-carbazol-9-yl)-5-(6-phenylpyridin-2-yl)benzonitrile